NC[C@@H](O)C=1C=CC(=NC1)C1=C(C=C(C#N)C=C1)OC1=CC(=NC(=C1)C)N1CC(OCC1)(C)C 4-[5-[(1S)-2-amino-1-hydroxyethyl]pyridin-2-yl]-3-[2-(2,2-dimethylmorpholin-4-yl)-6-methylpyridin-4-yl]oxybenzonitrile